FC1=C(C(=O)N2CCC(CC2)N2CC(C2)(N2N=CC(=C2)C=2C3=C(N=CN2)NC=C3)CC#N)C=C(C=C1)F {1-[1-(2,5-difluorobenzoyl)piperidin-4-yl]-3-[4-(7H-pyrrolo[2,3-d]pyrimidin-4-yl)-1H-pyrazol-1-yl]azetidin-3-yl}acetonitrile